8-(isopropylphenyl)-tetracyclo[4.4.0.12,5.17,10]-3-dodecene C(C)(C)C1=C(C=CC=C1)C1C2C3C4C=CC(C3C(C1)C2)C4